N-(4-((2-(1,1-difluoropropyl)-6-methylpyrimidin-4-yl)amino)-5-ethoxypyridin-2-yl)acetamide FC(CC)(F)C1=NC(=CC(=N1)NC1=CC(=NC=C1OCC)NC(C)=O)C